(R)-N-(1-((6-chloro-2-(trifluoromethyl)quinolin-4-yl)amino)piperidin-3-yl)-4-((2,2-difluoroethyl)amino)benzamide ClC=1C=C2C(=CC(=NC2=CC1)C(F)(F)F)NN1C[C@@H](CCC1)NC(C1=CC=C(C=C1)NCC(F)F)=O